6-[(2,6-dimethyl-4-triisopropylsilyloxy-phenyl)methyl]-1,4-dihydro-3,1-benzoOxazin-2-one CC1=C(C(=CC(=C1)O[Si](C(C)C)(C(C)C)C(C)C)C)CC=1C=CC2=C(COC(N2)=O)C1